benzoyl-D-valine C(C1=CC=CC=C1)(=O)N[C@H](C(C)C)C(=O)O